2-[[3-chloro-5-fluoro-6-[3-methyl-2,6-dioxo-4-(trifluoromethyl)pyrimidin-1-yl]-2-pyridyl]sulfanyl]-propanoic Acid ClC=1C(=NC(=C(C1)F)N1C(N(C(=CC1=O)C(F)(F)F)C)=O)SC(C(=O)O)C